FC1=CC=C(CNC=2C3=C(N=C(N2)C2=C(C=CC=C2)C(C)C)CCN(C3)C#N)C=C1 4-((4-fluorobenzyl)amino)-2-(2-isopropylphenyl)-7,8-dihydropyrido[4,3-d]pyrimidine-6(5H)-carbonitrile